N=C1SCC(N1C1=C(C=CC(=C1)C)COCC1=C(C(=C(C(=C1F)F)F)F)F)=O 2-imino-3-(5-methyl-2-(((perfluorophenyl)methoxy)methyl)phenyl)thiazolidin-4-one